OC1(CN(C1)C1=CC=C(C=N1)C1CN(C1)C(=O)N1CC2(C1)CC(C2)N2N=C(N=C2)C(F)(F)F)C(F)(F)F [3-[6-[3-hydroxy-3-(trifluoromethyl)azetidin-1-yl]-3-pyridinyl]azetidin-1-yl]-[6-[3-(trifluoromethyl)-1,2,4-triazol-1-yl]-2-azaspiro[3.3]heptan-2-yl]methanone